1-(2'-fluoro-5'-methoxy-4-methyl-[1,1'-biphenyl]-2-yl)-2,2-dimethylpropan-1-ol FC1=C(C=C(C=C1)OC)C1=C(C=C(C=C1)C)C(C(C)(C)C)O